4-(5-(3-phenyl-1H-pyrazol-1-yl)-3-(pyridin-4-yl)-[1,2,4]triazolo[4,3-a][1,3,5]triazin-7-yl)morpholine C1(=CC=CC=C1)C1=NN(C=C1)C1=NC(=NC=2N1C(=NN2)C2=CC=NC=C2)N2CCOCC2